C(C)(=O)O[C@H]1[C@@H](O[C@@H]([C@H]([C@@H]1OC(C)=O)OC(C)=O)C(=O)OC)OC1=C(C=C(C=C1)COC(=O)OC1=CC=C(C=C1)[N+](=O)[O-])NC(CCNC(=O)OC(C)(C)C)=O (2S,3R,4S,5S,6S)-2-(2-(3-((tert-butoxycarbonyl)amino)propanamido)-4-((((4-nitrophenoxy)carbonyl)oxy)methyl)phenoxy)-6-(methoxycarbonyl)tetrahydro-2H-pyran-3,4,5-triyl triacetate